N-[(1R,3S)-3-(7-bromo-[1,2,4]triazolo[4,3-a]pyridin-3-yl)cyclohexyl]-5-(trifluoromethyl)pyridin-2-amine BrC1=CC=2N(C=C1)C(=NN2)[C@@H]2C[C@@H](CCC2)NC2=NC=C(C=C2)C(F)(F)F